((6-(difluoromethoxy)-2-(3'-(4-(((1-(hydroxymethyl)cyclopropyl)methyl)amino)piperidin-1-yl)-2,2'-dimethyl-[1,1'-biphenyl]-3-yl)benzo[d]oxazol-5-yl)methyl)-L-proline FC(OC1=CC2=C(N=C(O2)C=2C(=C(C=CC2)C2=C(C(=CC=C2)N2CCC(CC2)NCC2(CC2)CO)C)C)C=C1CN1[C@@H](CCC1)C(=O)O)F